C(C)N1CC(=CC(=C1)C1=CC=NN1C)C1=CC=NN1 1-ethyl-5-(1-methyl-1H-pyrazol-5-yl)-3-(1H-pyrazol-5-yl)-1H-pyridine